(R)-4-((3S,5R,8R,9S,10S,13R,14S,17R)-3-hydroxy-10,13-dimethyl-3-((E)-3-(trifluoromethyl)styryl)hexadecahydro-1H-cyclopenta[a]phenanthren-17-yl)pentanoic acid O[C@]1(CC[C@@]2([C@H]3CC[C@@]4([C@H](CC[C@H]4[C@@H]3CC[C@@H]2C1)[C@@H](CCC(=O)O)C)C)C)\C=C\C1=CC(=CC=C1)C(F)(F)F